NC1=NN2C(C=C(C=C2)C=2C=NC(=C(C(=O)NCC3=C(C=CC=C3)OC3CCOCC3)C2)C)=N1 5-(2-amino-[1,2,4]triazolo[1,5-a]pyridin-7-yl)-2-methyl-N-(2-((tetrahydro-2H-pyran-4-yl)oxy)benzyl)nicotinamide